5-(1-(2,2-difluoroethyl)-4-fluoro-1H-benzo[d]imidazol-6-yl)-6-fluoro-N-((3R,4S)-3-fluoro-1-methylpiperidin-4-yl)-4-(methoxy-d3)pyrrolo[2,1-f][1,2,4]triazin-2-amine FC(CN1C=NC2=C1C=C(C=C2F)C=2C(=CN1N=C(N=C(C12)OC([2H])([2H])[2H])N[C@@H]1[C@@H](CN(CC1)C)F)F)F